5-((7-(benzyloxy)-4-morpholinopyrido[3',2':4,5]furo[3,2-d]pyrimidin-2-yl)amino)-N,N-dimethyl-3-phenyl-1H-pyrazole-1-sulfonamide C(C1=CC=CC=C1)OC=1C=CC2=C(OC3=C2N=C(N=C3N3CCOCC3)NC3=CC(=NN3S(=O)(=O)N(C)C)C3=CC=CC=C3)N1